CC1=NC=C(N=C1C)C 2,3,5-Trimethylpyrazin